C(CCCCCCC)OC(C(=C)OC1=C(C=C(C=C1)Cl)C)=O (R)-2-(4-chloro-2-methylphenoxy)acrylic acid octyl ester